(3S)-7-(6-amino-3-chloro-2-fluorophenyl)-3-(5-(3-fluoro-2-(hydroxymethyl)pyridin-4-yl)-1H-imidazol-2-yl)-2,3,8,8a-tetrahydroindolizin-5(1H)-one-8,8,8a-d3 NC1=CC=C(C(=C1C1=CC(N2[C@@H](CCC2(C1([2H])[2H])[2H])C=1NC(=CN1)C1=C(C(=NC=C1)CO)F)=O)F)Cl